(methyl-d3)cyclohex-3-ene-1-carboxylic acid C([2H])([2H])([2H])C1(CC=CCC1)C(=O)O